C1(CC1)C(OC=1C=C(NC1C(NC)=O)C(=O)O)C1=CC=CC=C1 4-(cyclopropyl(phenyl)methoxy)-5-(methylcarbamoyl)-1H-pyrrole-2-carboxylic acid